CN(C/C=C/C(=O)NC1=C2CN(CC2=CC=C1)C(=O)C=1C(=CC2=C(C=NO2)C1)O)C (E)-4-(Dimethylamino)-N-(2-(6-hydroxybenzo[d]isoxazole-5-carbonyl)isoindolin-4-yl)but-2-enamide